{4-[4-amino-7-(1-methylpiperidin-4-yl)pyrrolo[2,1-f][1,2,4]triazin-5-yl]-3-fluorophenyl}-1-(4-fluorophenyl)-2-oxo-1,2-dihydropyridine-3-carboxamide NC1=NC=NN2C1=C(C=C2C2CCN(CC2)C)C2=C(C=C(C=C2)C2=C(C(N(C=C2)C2=CC=C(C=C2)F)=O)C(=O)N)F